2-bromo-5-(3-fluorophenyl)-4-methyl-4H-imidazo[1,2-b][1,2,4]triazole BrC=1N=C2N(N1)C=C(N2C)C2=CC(=CC=C2)F